O1CCC(CC1)C(=O)OC1CN(C1)C=1N=C(C2=C(N1)CC[S+]2[O-])N(C2CCOCC2)C [1-[4-[methyl(tetra-hydropyran-4-yl)amino]-5-oxido-6,7-dihydro-thieno[3,2-d]pyrimidin-5-ium-2-yl]azetidin-3-yl] tetrahydropyran-4-carboxylate